henicosanoic acid chloromethyl ester ClCOC(CCCCCCCCCCCCCCCCCCCC)=O